1-(2,5-dimethoxy-4-(trifluoromethyl)phenyl)propan-2-amine COC1=C(C=C(C(=C1)C(F)(F)F)OC)CC(C)N